Ethyl-(+)-2-{[(E)-{2-chloro-5-[4-(1,1-difluoroethyl)-3-methyl-2,6-dioxo-3,6-dihydropyrimidin-1(2H)-yl]-4-fluorobenzyliden}amino]oxy}propanoat C(C)OC(C(C)O/N=C/C1=C(C=C(C(=C1)N1C(N(C(=CC1=O)C(C)(F)F)C)=O)F)Cl)=O